3-({6-[(4-fluorophenyl)methyl]-7-oxo-4,6-diazaspiro[2.4]hept-4-en-5-yl}methyl)-1-{[1-(quinolin-7-yl)-1H-1,2,4-triazol-5-yl]methyl}urea FC1=CC=C(C=C1)CN1C(=NC2(CC2)C1=O)CNC(NCC1=NC=NN1C1=CC=C2C=CC=NC2=C1)=O